NC1=C(N=C(S1)C1=C(C=CC(=C1)CN1CCCC1)F)C(=O)NCC1=C(C=CC=C1)C(F)(F)F 5-amino-2-{2-fluoro-5-[(pyrrolidin-1-yl)methyl]phenyl}-N-{[2-(trifluoromethyl)phenyl]methyl}-1,3-thiazole-4-carboxamide